5-benzyl-N-(9-(3-hydroxy-3-methylbutyl)-5,6-dihydro-4H-benzo[f]imidazo[1,2-a]azepin-4-yl)-1H-1,2,4-triazole-3-carboxamide C(C1=CC=CC=C1)C1=NC(=NN1)C(=O)NC1C=2N(C3=C(CC1)C=CC(=C3)CCC(C)(C)O)C=CN2